12,15-Dihydroxynonacosanoic acid OC(CCCCCCCCCCC(=O)O)CCC(CCCCCCCCCCCCCC)O